C1(CC1)C1=NC=NC(=C1C1=NC(=CC(=N1)[C@H](C)O)OCC1=CC(=C(C=C1)C=1N(C=C(N1)C(F)(F)F)C1CC1)F)OC |o1:15| rel-(S)-1-(4'-cyclopropyl-6-((4-(1-cyclopropyl-4-(trifluoromethyl)-1H-imidazol-2-yl)-3-fluorobenzyl)oxy)-6'-methoxy-[2,5'-bipyrimidin]-4-yl)ethanol